S1CCC(CC1)CO tetrahydrothiopyran-4-ylmethanol